C(C1=CC=CC=C1)NC(C(=O)NCC1=CC=CC=C1)=O dibenzyl-oxalyl-diamine